tert-butyl (2S,6R)-4-[2-[1-(2,6-dioxo-3-piperidyl)-3-methyl-2-oxo-benzimidazol-4-yl]ethoxy]-2,6-dimethyl-piperidine-1-carboxylate O=C1NC(CCC1N1C(N(C2=C1C=CC=C2CCOC2C[C@@H](N([C@@H](C2)C)C(=O)OC(C)(C)C)C)C)=O)=O